The molecule is a dihydroxyflavanone having the two hydroxy groups located at the C-4' and -7 positions and two additional methoxy substituent at the C-3' and 8-positions. It has a role as a metabolite. It is a dihydroxyflavanone, a dimethoxyflavanone, a member of 4'-hydroxyflavanones and a member of 3'-methoxyflavanones. COC1=C(C=CC(=C1)C2CC(=O)C3=C(O2)C(=C(C=C3)O)OC)O